N-[(R)-(5-fluoro-2-hydroxy-phenyl)-(1H-indol-2-yl)methyl]-3-methyl-5-[5-(1-piperidinyl)pyrimidin-2-yl]benzamide FC=1C=CC(=C(C1)[C@@H](NC(C1=CC(=CC(=C1)C1=NC=C(C=N1)N1CCCCC1)C)=O)C=1NC2=CC=CC=C2C1)O